C(C)(C)C1=C(C(=CC(=C1)C)C(C)C)\N=C(/C)\C1=NC2=C(C=C1)CC(C2O)(C)C (E)-2-(1-((2,6-diisopropyl-4-methylphenyl)imino)ethyl)-6,6-dimethyl-6,7-dihydro-5H-cyclopentapyridin-7-ol